tert-Butyl 3-(6-cyano-1-benzothiophen-3-yl)-5,6-dihydro-2H-pyridine-1-carboxylate C(#N)C1=CC2=C(C(=CS2)C=2CN(CCC2)C(=O)OC(C)(C)C)C=C1